O=C1NC(CCC1N1C(N(C2=C1C=CC(=C2)C#CCOCCN(C(OC(C)(C)C)=O)C)C)=O)=O Tert-butyl N-[2-[3-[1-(2,6-dioxo-3-piperidyl)-3-methyl-2-oxo-benzimidazol-5-yl]prop-2-ynoxy]ethyl]-N-methyl-carbamate